4-fluoro-N-[(1s,4s)-4-{[2-(trifluoromethyl)quinolin-4-yl]amino}cyclohexyl]benzamide FC1=CC=C(C(=O)NC2CCC(CC2)NC2=CC(=NC3=CC=CC=C23)C(F)(F)F)C=C1